(2-methyl-6-nitrophenyl)amino-1,6-naphthyridine-2(1H)-Aldehyde CC1=C(C(=CC=C1)[N+](=O)[O-])NN1C(C=CC2=CN=CC=C12)C=O